4-(1,1-difluoroethyl)-2-oxo-piperidine-1-carboxylic acid tert-butyl ester C(C)(C)(C)OC(=O)N1C(CC(CC1)C(C)(F)F)=O